BrC1=NN(C2=CC(=CC=C12)C(=O)OC)CC1CC1 methyl 3-bromo-1-(cyclopropylmethyl)-1H-indazole-6-carboxylate